O=CC[C@H](O)[C@@H](O)[C@@H](O)C 2,6-dideoxy-L-glucose